C1(CC1)C=1C=C(C=2NC(C3=C(NC2N1)N=CC=C3)=O)C Cyclopropyl-4-methyl-5,11-dihydro-6H-dipyrido[3,2-b:2',3'-e][1,4]diazepin-6-one